CC(CCCOC(=O)Cl)C.OC1=CC=C(C=C1)C(C)(CCCCCCCC)C1=CC=C(C=C1)O 2,2-bis(4-hydroxyphenyl)n-decane 4-methylpentyl-chloroformate